5-methylpentadecanyl-succinic anhydride CC(CCCCC1C(=O)OC(C1)=O)CCCCCCCCCC